OC1=C(C(=CC=C1)OC)C=1NC=C(N1)C1=CC=CC=C1 2-(2-hydroxy-6-methoxyphenyl)-4(s)-phenylimidazole